2-{3-[(3R)-3-(1-methylcyclopropyl)piperazin-1-yl]-1,2,4-triazin-6-yl}-5-(2-methyl-2H-[1,2,3]triazolo[4,5-b]pyridin-6-yl)phenol CC1(CC1)[C@@H]1CN(CCN1)C=1N=NC(=CN1)C1=C(C=C(C=C1)C1=CC=2C(N=C1)=NN(N2)C)O